ClC1=C(C=CC=C1OC)C(=O)N1C[C@H]2CO[C@@H](CN2CC1)C1=NC=C(C(=C1)C(F)(F)F)Cl (2-Chloro-3-methoxyphenyl)-[(3S,9aS)-3-[5-chloro-4-(trifluoromethyl)-2-pyridyl]-3,4,6,7,9,9a-hexahydro-1H-pyrazino[2,1-c][1,4]oxazin-8-yl]methanon